O=C(C(=O)OCC([C@H](C[C@H]1C(NCC1)=O)NC([C@H](CC(C)C)NC(=O)C=1NC2=CC=CC=C2C1)=O)=O)C1=CC=CC=C1 (3S)-3-[(2S)-2-[(1H-indol-2-yl)formamido]-4-methylpentanamido]-2-oxo-4-[(3S)-2-oxopyrrolidin-3-yl]butyl 2-oxo-2-phenylacetate